4-hydroxypyridine-2,6-dicarboxylic acid OC1=CC(=NC(=C1)C(=O)O)C(=O)O